C(#CC)C=1C=C(C(=NC1C)C(=O)NCC(=O)OC)O Methyl N-((5-propynyl)-3-hydroxy-6-methylpicolinoyl)glycinate